N(=[N+]=[N-])CCOCCOCCOCCOCCC(=O)OC1=C(C(=C(C(=C1F)F)F)F)F perfluorophenyl 1-azido-3,6,9,12-tetraoxapentadecan-15-oate